ClC1=C(C=2N(CN=CC2C=N1)CC1=C(C=C(C=C1)OC)OC)F 7-chloro-1-(2,4-dimethoxybenzyl)-8-fluoropyrido[4,3-d]pyrimidine